N1=NC=C(C=C1)C1=C(NN=C1)C1=CC=C(OCC2=NC3=CC=CC=C3C=C2)C=C1 2-[4-(4-pyridazin-4-yl-2H-pyrazol-3-yl)-phenoxymethyl]-quinoline